FC1=CC=C(C=C1)S(=O)(=O)N1[C@@H](C[C@H](C1)C1=CC=CC=C1)C1=NC(=NO1)CNC(=O)C=1C=NC2=CC=CC=C2C1 N-((5-((2S,4S)-1-((4-fluorophenyl)sulfonyl)-4-phenylpyrrolidin-2-yl)-1,2,4-oxadiazol-3-yl)methyl)quinoline-3-carboxamide